C1OCC12CN(C2)S(=O)(=O)C=2C=C(C=CC2)C(=O)N2[C@H](CCC2)C(=O)NCC2=CC=C(C=C2)C(F)(F)F 1-((3-(2-oxa-6-azaspiro[3.3]hept-6-ylsulfonyl)phenyl)carbonyl)-N-(4-(trifluoromethyl)benzyl)-D-prolinamide